N-(3-Cyano-4-methyl-1H-indol-7-yl)-1-[(3-methyloxetan-3-yl)methyl]pyrazol-4-sulfonamid C(#N)C1=CNC2=C(C=CC(=C12)C)NS(=O)(=O)C=1C=NN(C1)CC1(COC1)C